2-[2-[[6-[2-(dimethylamino)ethylamino]-1,3-benzothiazol-2-yl]methylcarbamoyl]indan-2-yl]acetic acid CN(CCNC1=CC2=C(N=C(S2)CNC(=O)C2(CC3=CC=CC=C3C2)CC(=O)O)C=C1)C